NC1=C2C(=NC=N1)N(N=C2C2=CC=C(C=C2)OC2=CC=CC=C2)[C@H]2CN(CCC2)CCCCCCSC2=C1CN(C(C1=CC=C2)=O)C2C(NC(CC2)=O)=O 3-(4-((6-((R)-3-(4-amino-3-(4-phenoxyphenyl)-1H-pyrazolo[3,4-d]pyrimidin-1-yl)piperidin-1-yl)hexyl)thio)-1-oxoisoindoline-2-yl)piperidine-2,6-dione